(3R,4S,5S)-3-(3,4-difluoro-2-methoxyphenyl)-4-methoxy-5-methyltetrahydrofuran-2-ol FC=1C(=C(C=CC1F)[C@H]1C(O[C@H]([C@H]1OC)C)O)OC